5-(((S)-1-((R)-2-hydroxy-3-oxo-3-(4-(5-(trifluoromethyl)pyrazin-2-yl)piperazin-1-yl)propoxy)propan-2-yl)amino)-4-(trifluoromethyl)pyridazin-3(2H)-one O[C@H](COC[C@H](C)NC1=C(C(NN=C1)=O)C(F)(F)F)C(N1CCN(CC1)C1=NC=C(N=C1)C(F)(F)F)=O